(S)-1-cyclopropyl-ethanol C1(CC1)[C@H](C)O